N1(CCCCC1)CC1=CC=C(C=C1)C=1OC2=C(C(C1)=O)C=CC=1NC(=NC12)C(F)(F)F 8-(4-(piperidin-1-ylmethyl)phenyl)-2-(trifluoromethyl)chromeno[7,8-d]imidazol-6(3H)-one